N-(2-((((9H-fluoren-9-yl)methoxy)carbonyl)amino)ethyl)-N-(2-(6-((tert-butoxycarbonyl)amino)pyridin-3-yl)acetyl)glycine C1=CC=CC=2C3=CC=CC=C3C(C12)COC(=O)NCCN(CC(=O)O)C(CC=1C=NC(=CC1)NC(=O)OC(C)(C)C)=O